ClC1=C(N=C2N1N=C(C=C2)S(=O)(=O)N([C@@H](C(F)(F)F)C2=CC=C(C=C2)F)CC)C (R)-3-chloro-N-ethyl-2-methyl-N-(2,2,2-trifluoro-1-(4-fluorophenyl)ethyl)imidazo[1,2-b]pyridazine-6-sulfonamide